BrC=1C=NN(C1)C1=NC=CN=C1 2-(4-bromo-1H-pyrazol-1-yl)pyrazine